N-[2-hydroxy-2-pyridazin-3-yl-ethyl]-N-propyl-2-[6-(trifluoromethyl)-3-pyridyl]acetamide OC(CN(C(CC=1C=NC(=CC1)C(F)(F)F)=O)CCC)C=1N=NC=CC1